3-(2-amino-[1,2,4]triazolo[1,5-a]pyridin-7-yl)-N-((2r,3s)-3-(4-chlorophenyl)-2-fluoro-3-hydroxypropyl)-2-fluoro-6-methylbenzamide NC1=NN2C(C=C(C=C2)C=2C(=C(C(=O)NC[C@H]([C@@H](O)C3=CC=C(C=C3)Cl)F)C(=CC2)C)F)=N1